N1=CC(=CC=C1)CC(=O)NC=1SC(=NN1)C1CN(CCC1)C=1C=NC(=CC1)NC(CC1=CC(=CC=C1)OC(F)(F)F)=O 2-(Pyridin-3-yl)-N-(5-(1-(6-(2-(3-(trifluoromethoxy)phenyl)acetamido)pyridin-3-yl)piperidin-3-yl)-1,3,4-thiadiazol-2-yl)acetamide